(3R,4R)-hexa-1,5-diene-3,4-diol C=C[C@H]([C@@H](C=C)O)O